(S)-2-((4-((2-hydroxy-1-phenylethyl)amino)-5-(3,8-dioxa-1-azaspiro[4.5]dec-1-en-2-yl)pyridin-2-yl)amino)-7,7-dimethyl-6,7-dihydro-5H-pyrrolo[3,4-b]pyridin-5-one OC[C@H](C1=CC=CC=C1)NC1=CC(=NC=C1C1=NC2(CO1)CCOCC2)NC2=CC=C1C(=N2)C(NC1=O)(C)C